4-(azetidin-1-yl)-2-ethyl-6,7-dihydro-5H-pyrrolo[3,4-d]pyrimidine N1(CCC1)C=1C2=C(N=C(N1)CC)CNC2